4-(3-pyridinyl)-1-butanal N1=CC(=CC=C1)CCCC=O